N-((S)-(7-((S*)-2-Cyano-1-(2-(3,3-difluorocyclobutyl)acetamido)ethyl)imidazo[1,2-b]pyridazin-2-yl)(4,4-difluorocyclohexyl)methyl)-4-cyclopropyl-1,2,5-oxadiazole-3-carboxamide C(#N)C[C@H](NC(CC1CC(C1)(F)F)=O)C1=CC=2N(N=C1)C=C(N2)[C@@H](NC(=O)C2=NON=C2C2CC2)C2CCC(CC2)(F)F |o1:3|